[Si](C)(C)(C(C)(C)C)OCC1(CC1)CC1=C(C(=NC=C1)C(C)C)[N+](=O)[O-] 4-((1-(((tert-butyldimethylsilyl)oxy)methyl)cyclopropyl)methyl)-2-isopropyl-3-nitropyridine